ethyl 3-(bis(3-methoxybenzyl)amino)benzoate COC=1C=C(CN(C=2C=C(C(=O)OCC)C=CC2)CC2=CC(=CC=C2)OC)C=CC1